(R)-6-(4-chlorobenzyl)-9-isopropyl-N-(2-methoxy-ethyl)-7,10-dioxo-2,6,9-triazaspiro[4.5]decane-2-carboxamide ClC1=CC=C(CN2[C@@]3(CCN(C3)C(=O)NCCOC)C(N(CC2=O)C(C)C)=O)C=C1